Cl.CC(CCCl)N 1-methylchloropropylamine HCl